ClC1=C(C=CC=C1)N1C(NC(C2=CC(=C(C=C12)C(F)(F)F)C)=O)=O 1-(2-Chlorophenyl)-6-methyl-7-(trifluoromethyl)quinazoline-2,4(1H,3H)-dione